7-phenyl-2-(pyridin-3-ylsulfonyl)-2,3,4,5-tetrahydro-1H-pyrido[4,3-b]indole C1(=CC=CC=C1)C=1C=CC=2C3=C(NC2C1)CCN(C3)S(=O)(=O)C=3C=NC=CC3